C(C)(C)(C)OC(=O)N1C=CC=2C1=C(N=CC2)Br 7-Bromo-1H-pyrrolo[2,3-C]pyridine-1-carboxylic acid tert-butyl ester